C1([C@@H](O)[C@@H](O)[C@H](O)[C@H](O1)CO)I mannosyl iodide